(R)-2-((R)-3-Methyl-morpholin-4-yl)-9-oxazol-4-ylmethyl-6-trifluoromethyl-6,7,8,9-tetrahydro-pyrimido[1,2-a]-pyrimidin-4-one C[C@H]1N(CCOC1)C=1N=C2N(C(C1)=O)[C@H](CCN2CC=2N=COC2)C(F)(F)F